6-chloro-8-(3,3-difluorocyclobutoxy)-7-(5-methyl-1H-indazol-4-yl)-2-(((S)-1-methylpyrrolidin-2-yl)methoxy)-4-(piperazin-1-yl)quinazoline ClC=1C=C2C(=NC(=NC2=C(C1C1=C2C=NNC2=CC=C1C)OC1CC(C1)(F)F)OC[C@H]1N(CCC1)C)N1CCNCC1